ClC1=C(OC2=NC=C(C(=C2)S(=O)(=O)N[C@H]2COCC2)O)C(=CC(=C1)N1N=C(C(NC1=O)=O)C)Cl (R)-2-(2,6-dichloro-4-(6-methyl-3,5-dioxo-4,5-dihydro-1,2,4-triazin-2(3H)-yl)phenoxy)-5-hydroxy-N-(tetrahydrofuran-3-yl)pyridine-4-sulfonamide